tert-butyl N-[3-(2-bromo-4-chloro-6-nitro-anilino)-2-hydroxy-propyl]carbamate BrC1=C(NCC(CNC(OC(C)(C)C)=O)O)C(=CC(=C1)Cl)[N+](=O)[O-]